2-((2-(2,6-dioxopiperidin-3-yl)-1,3-dioxoisoindolin-4-yl)amino)ethyl methanesulfonate CS(=O)(=O)OCCNC1=C2C(N(C(C2=CC=C1)=O)C1C(NC(CC1)=O)=O)=O